6-(5-cyanopyrazin-2-ylamino)-N-methyl-4-(piperidin-4-ylmethylamino)pyridazine-3-carboxamide C(#N)C=1N=CC(=NC1)NC1=CC(=C(N=N1)C(=O)NC)NCC1CCNCC1